3-[[2-(3-cyanophenyl)-1-(6-methoxy-1,3-benzothiazol-2-yl)ethyl]sulfamoyl]-N-[2-(dimethylamino)ethyl]benzamide C(#N)C=1C=C(C=CC1)CC(C=1SC2=C(N1)C=CC(=C2)OC)NS(=O)(=O)C=2C=C(C(=O)NCCN(C)C)C=CC2